6-bromo-2-(3-(trifluoromethyl)benzyl)-3,4-dihydroisoquinolin-1(2H)-one BrC=1C=C2CCN(C(C2=CC1)=O)CC1=CC(=CC=C1)C(F)(F)F